ClC1=C(C=CC2=C1C(=N[C@H](C(N2)=O)C)C2=C(C=CC=C2F)F)I (3S)-6-chloro-5-(2,6-difluorophenyl)-7-iodo-3-methyl-1,3-dihydro-1,4-benzodiazepin-2-one